N[C@H](C(=O)N(CC1=CC=CC2=CC=CC=C12)CC(OCC)OCC)CC1=CC=C(C=C1)OC(C)(C)C (S)-2-amino-3-(4-(tert-butoxy)phenyl)-N-(2,2-diethoxyethyl)-N-(naphthalen-1-ylmethyl)propanamide